FC1=CC=C(C(=O)NCC=2N=NN(C2)[C@@H](CC(NO)=O)CC=2C=C(C=CC2)C2=CC=C(C=C2)CO)C=C1 (R)-4-fluoro-N-{1-[2-hydroxycarbamoyl-1-(4'-hydroxymethyl-biphenyl-3-ylmethyl)-ethyl]-1H-[1,2,3]triazol-4-ylmethyl}-benzamide